chloro(methoxymethyl)triphenylphosphine ClC=1C(=C(C=CC1)P(C1=CC=CC=C1)C1=CC=CC=C1)COC